Hexadecatrienoic acid CCCCCCCCCC=CC=CC=CC(=O)O